ClC1=CC(=C(C=C1)CN1C(CCC1=O)C(C(=O)O)=O)F 2-{1-[(4-Chloro-2-fluorophenyl)methyl]-5-oxopyrrolidin-2-yl}-2-oxoacetic Acid